C1(CCCCC1)NC(C(=O)O)CC(=O)C1=CC=C(C=C1)C1CCCCC1 2-(cyclohexylamino)-4-(4-cyclohexylphenyl)-4-oxobutanoic acid